FC1([C@H](C2=C(N(N=C2S(=O)(=O)C)CC[C@@H](C(F)(F)F)OC)C1)O)F (4S)-5,5-difluoro-3-methylsulfonyl-1-[(3S)-4,4,4-trifluoro-3-methoxybutyl]-4,6-dihydrocyclopenta[c]pyrazol-4-ol